2,2-difluoroethyl (3-(3,3-difluorocyclobutyl)-4-methyl-1-phenyl-1H-pyrazol-5-yl)carbamate FC1(CC(C1)C1=NN(C(=C1C)NC(OCC(F)F)=O)C1=CC=CC=C1)F